C1(CCC1)N1C(N(CCC1)CC(CN1C2=CC=C(C=C2C=2C=C(C=CC12)F)F)(C)O)=O 1-cyclobutyl-3-(3-(3,6-difluoro-9H-carbazol-9-yl)-2-hydroxy-2-methylpropyl)tetrahydro-pyrimidin-2(1H)-one